Di-(4-Acetoxy Benzyl) Ethynylphosphonite C(#C)P(OCC1=CC=C(C=C1)OC(C)=O)OCC1=CC=C(C=C1)OC(C)=O